6-[2-(3,4-difluoro-2-methyl-phenoxy)-3-quinolinyl]-2,3-dimethyl-1H-pyridin-4-one FC=1C(=C(OC2=NC3=CC=CC=C3C=C2C2=CC(C(=C(N2)C)C)=O)C=CC1F)C